O1C2=C(CC=C1)C=CC=C2 4H-benzo[B]pyran